1-(4-methoxy-6-(1-methyl-1H-pyrazol-4-yl)pyrazolo[1,5-a]pyridin-3-yl)-3-methylurea COC=1C=2N(C=C(C1)C=1C=NN(C1)C)N=CC2NC(=O)NC